(4R)-4-((tert-butoxycarbonyl)amino)-5-(4-hydroxy-3-nitrophenyl)-2-methylpentanoic acid tert-butyl ester C(C)(C)(C)OC(C(C[C@H](CC1=CC(=C(C=C1)O)[N+](=O)[O-])NC(=O)OC(C)(C)C)C)=O